NC(C)(C)C1=CC=NC2=C(C=C(C=C12)C1=CC(=NC=C1F)NC1=NC=C(C=C1)N1CCNCC1)F 4-(4-(2-aminopropan-2-yl)-8-fluoroquinolin-6-yl)-5-fluoro-N-(5-(piperazin-1-yl)pyridin-2-yl)pyridin-2-amine